tert-butyl 3-bromo-9-(2-phenylpropan-2-yl)-3a,4,5,7,8,8a-hexahydro-6H-4,8-epiminoisoxazolo[4,5-d]azepine-6-carboxylate BrC1=NOC2C1C1CN(CC2N1C(C)(C)C1=CC=CC=C1)C(=O)OC(C)(C)C